1-[1-[4-(3,4-Dichloro-2-fluoro-anilino)quinazolin-6-yl]-3-azabicyclo[3.1.0]hexan-3-yl]prop-2-en-1-one ClC=1C(=C(NC2=NC=NC3=CC=C(C=C23)C23CN(CC3C2)C(C=C)=O)C=CC1Cl)F